N-(3-(5-((6-acetyl-2,6-diazaspiro[3.3]heptan-2-yl)methyl)-4'-chloro-6-methoxy-[2,3'-bipyridin]-5'-yl)-2-chlorophenyl)-1,3-dimethyl-2,4-dioxo-1,2,3,4-tetrahydropyrimidine-5-carboxamide C(C)(=O)N1CC2(CN(C2)CC=2C=CC(=NC2OC)C=2C=NC=C(C2Cl)C=2C(=C(C=CC2)NC(=O)C=2C(N(C(N(C2)C)=O)C)=O)Cl)C1